OCC1=C(C=CC=C1)CO [2-(hydroxymethyl)phenyl]methanol